dimethylsilyl-bis(tetramethylcyclopentadienyl)titanium (III) C[SiH](C)[Ti](C1(C(=C(C(=C1)C)C)C)C)C1(C(=C(C(=C1)C)C)C)C